(S)-3-hydroxybutyric acid sodium salt [Na+].O[C@H](CC(=O)[O-])C